(R)-(3-Aminopiperidin-1-yl)(2-(1-(pyridin-4-ylmethyl)-1H-indol-2-yl)-5,6-dihydro-4H-imidazo[1,5,4-de]quinoxalin-8-yl)methanone N[C@H]1CN(CCC1)C(=O)C=1C=C2C=3N(CCNC3C1)C(=N2)C=2N(C1=CC=CC=C1C2)CC2=CC=NC=C2